C(C)(=O)N1CC2=C(CC1)N(N=C2N2CCCC1=CC(=NC=C21)C#N)C2CCNCC2 1-[5-acetyl-1-(4-piperidyl)-6,7-dihydro-4H-pyrazolo[4,3-c]pyridin-3-yl]-3,4-dihydro-2H-1,7-naphthyridine-6-carbonitrile